5'-(5,5-dimethyl-1,3,2-dioxaborolan-2-yl)-6'-methyl-1'H-spiro[cyclobutane-1,3'-indole] CC1(COB(O1)C=1C=C2C3(CNC2=CC1C)CCC3)C